Methyl (1R,3S)-3-((6-(5-(hydroxymethyl)-1-methyl-1H-1,2,3-triazol-4-yl)-2-methylpyridin-3-yl)oxy)cyclohexane-1-carboxylate OCC1=C(N=NN1C)C1=CC=C(C(=N1)C)O[C@@H]1C[C@@H](CCC1)C(=O)OC